NCCCOP(=O)(O)O 3-Aminopropyldihydrogenphosphat